C(CCCCCCCCCCCCCCCCC)(=O)OC[C@@H](OC(CCCCCCCCCCCCCCCCC)=O)COP(=O)(O)CC 1,2-Distearoyl-sn-glycero-3-phosphoethane